C(C=C)C(CCCCC)CCCCC 6-allylundecane